N-((1-(6-(6-(difluoromethyl)imidazo[1,2-b]pyridazin-3-yl)pyrimidin-4-yl)-5-methyl-4-oxopiperidin-3-yl)methyl)methanesulfonamide FC(C=1C=CC=2N(N1)C(=CN2)C2=CC(=NC=N2)N2CC(C(C(C2)C)=O)CNS(=O)(=O)C)F